ethyl 4,4-difluoro-3-phenylbutyrate FC(C(CC(=O)OCC)C1=CC=CC=C1)F